C(NC(=O)C1=NNC2=CC=CC=C12)([2H])([2H])[2H] N-(methyl-d3)-1H-indazole-3-carboxamide